COC=1C=CC2=C(C=C(O2)C(=O)N(CC=2SC=CC2)C2=NNC=C2)C1 5-methoxy-N-(1H-pyrazol-3-yl)-N-(thiophen-2-ylmethyl)benzofuran-2-carboxamide